C(C)(C)(C)NC=1N(C2=C(C3=C(N1)C=CC=C3)N=C3N2C=CC=C3)CCCC N-(tert-butyl)-7-butyl-7H-benzo[d]pyrido[1',2':1,2]imidazo[4,5-f][1,3]diazepin-6-amine